C(CCCCCCCCCCCCCCC)OC(C=C)=O cetylacrylate